ClC1=C(C=CC=2C3=C(NC12)CN([C@@H]3C)C(=O)C3=NC=C(C=N3)OC)Cl (R)-(5,6-dichloro-1-methyl-3,4-dihydropyrrolo[3,4-b]indol-2(1H)-yl)(5-methoxypyrimidin-2-yl)methanone